O1C(OCC1)C=1C=C(C=CC1OCC1=CC=C(C=C1)OC)CC=O 2-[3-(1,3-dioxolan-2-yl)-4-[(4-methoxyphenyl)methoxy]phenyl]acetaldehyde